C(=O)(OC(C)(C)C)N1[C@@H](C[C@@H](C1)OS(=O)(=O)C)C(=O)OC (2S,4S)-2-Methyl N-Boc-4-((methylsulfonyl)oxy)pyrrolidine-2-carboxylate